FC=1C=CC(=C(C1)B(O)O)OCC=1C=NC=CC1 [5-FLUORO-2-(PYRIDIN-3-YLMETHOXY)PHENYL]BORANEDIOL